ClC1=C(CN2C(N([C@H](C3=CC=C(C=C23)C(=O)NCC2=C(C=C(C=C2)F)OC)C)C)=O)C(=CC=C1)F (S)-1-(2-chloro-6-fluorobenzyl)-N-(4-fluoro-2-methoxybenzyl)-3,4-dimethyl-2-oxo-1,2,3,4-tetrahydro-quinazoline-7-carboxamide